2-chloro-6-(5-(cyclopropylmethyl)-1-methyl-1H-pyrazol-4-yl)pyridine ClC1=NC(=CC=C1)C=1C=NN(C1CC1CC1)C